5-(4-cyclopropyl-6-methoxy-2-methylpyrimidin-5-yl)-3-(4-(1-methyl-4-(trifluoromethyl)-1H-imidazol-2-yl)benzyl)-1H-pyrazolo[4,3-d]pyrimidine C1(CC1)C1=NC(=NC(=C1C=1N=CC2=C(N1)C(=NN2)CC2=CC=C(C=C2)C=2N(C=C(N2)C(F)(F)F)C)OC)C